ethyl 2-methoxy-4-methylphenyl carbonate C(OCC)(OC1=C(C=C(C=C1)C)OC)=O